CC=1C=NC=CC1C=1OC=C(N1)C(=O)NC=1C=C2C(=NC1N1CCCCC1)N=C(S2)N2CCOCC2 2-(3-methylpyridin-4-yl)-N-(2-morpholino-5-(piperidin-1-yl)thiazolo[4,5-b]pyridin-6-yl)oxazole-4-carboxamide